4,4'-dithiodivaleric acid C(CCC(C)SSC(CCC(=O)O)C)(=O)O